2-(5-Chloro-1,3-benzoxazol-2-yl)-2-azaspiro[3.3]heptan-6-amine ClC=1C=CC2=C(N=C(O2)N2CC3(C2)CC(C3)N)C1